rel-6-[4-(difluoromethoxy)phenyl]-2-(3-fluorophenyl)-N-[(2S,3S)-3-hydroxybut-2-yl]-3-oxo-2,3-dihydropyridazine-4-carboxamide FC(OC1=CC=C(C=C1)C=1C=C(C(N(N1)C1=CC(=CC=C1)F)=O)C(=O)N[C@@H](C)[C@H](C)O)F |o1:26,28|